2-(8-methoxy-9-(2-methyl-2H-tetrazol-5-yl)-1-propyl-5,6-dihydropyrrolo[2,1-a]isoquinoline-3-carbonyl)-2-azabicyclo[4.2.0]octane-1-carbonitrile COC=1C=C2CCN3C(C2=CC1C=1N=NN(N1)C)=C(C=C3C(=O)N3C1(CCC1CCC3)C#N)CCC